N1=C(C=CC=C1)CCCCCCCNC(CC)=O N-[7-(pyridin-2-yl)heptyl]propionamide